Cl.Cl.S1CC[C@H](C2=NC=CC=C21)CN |o1:5| rel-1-[(4S)-3,4-dihydro-2H-thiopyrano[3,2-b]pyridin-4-yl]methylamine dihydrochloride